tricosan-12-yl ((((2R,3S,5R)-(6-amino-2-fluoro-9H-purin-9-yl)-2-ethynyl-3-hydroxytetrahydrofuranyl)methoxy)(phenoxy)phosphoryl)-L-alaninate NC1=C2N=CN(C2=NC(=N1)F)[C@]1([C@@](OCC1)(C#C)COP(=O)(OC1=CC=CC=C1)N[C@@H](C)C(=O)OC(CCCCCCCCCCC)CCCCCCCCCCC)O